2-(1-(3-oxa-8-azabicyclo[3.2.1]octane-8-carbonyl)piperidin-4-ylidene)-2-(3,4-difluorophenyl)acetonitrile C12COCC(CC1)N2C(=O)N2CCC(CC2)=C(C#N)C2=CC(=C(C=C2)F)F